(1S,2S)-2-fluoro-N-[3-(6-methoxy-1-[[2-(trimethylsilyl)ethoxy]methyl]indazol-5-yl)-1-[[2-(trimethylsilyl)ethoxy]methyl]pyrrolo[2,3-b]pyridin-6-yl]cyclopropane-1-carboxamide F[C@@H]1[C@@H](C1)C(=O)NC1=CC=C2C(=N1)N(C=C2C=2C=C1C=NN(C1=CC2OC)COCC[Si](C)(C)C)COCC[Si](C)(C)C